(R)-N-((S)-6-(2-chloro-5-fluorophenyl)-2,2-difluoro-8-oxo-7,8-dihydro-6H-[1,3]dioxolo[4,5-e]isoindol-5-yl)-5-fluoro-3-hydroxy-3-(trifluoromethyl)indoline-1-carboxamide SODIUM [Na].ClC1=C(C=C(C=C1)F)[C@H]1NC(C2=C3C(=CC(=C12)NC(=O)N1C[C@](C2=CC(=CC=C12)F)(C(F)(F)F)O)OC(O3)(F)F)=O